NC1=NC=CC=C1C1=NC=2C(=NC(=CC2)C2=NC=CN=C2F)N1C=1C=C2CC[C@@H](C2=CC1)NC(C1=CC(=C(C=C1)OCC1=CC=CC=C1)C1OCCO1)=O N-[(1S)-5-[2-(2-aminopyridin-3-yl)-5-(3-fluoropyrazin-2-yl)imidazo[4,5-b]pyridin-3-yl]-2,3-dihydro-1H-inden-1-yl]-4-(benzyloxy)-3-(1,3-dioxolan-2-yl)benzamide